C(C)(C)C=1C=C(C=CC1)C12CN(CC2C1)C(=O)C1CC2(C1)NC(OC2)=O (rac)-(2s,4s)-2-(1-(3-isopropylphenyl)-3-azabicyclo[3.1.0]hexane-3-carbonyl)-7-oxa-5-azaspiro[3.4]octan-6-one